(boronic acid) ethyl-(1S,5S,6R)-3-(((trifluoromethyl)sulfonyl)oxy)bicyclo[3.1.0]hex-2-ene-6-carboxylate C(C)OC(=O)[C@@H]1[C@H]2CC(=C[C@@H]12)OS(=O)(=O)C(F)(F)F.B(O)O